2-(3,5-dichloro-1-methyl-pyrazolo[3,4-b]pyridin-4-yl)-1-[(1S)-5-[2-fluoro-1-(fluoromethyl)-1-hydroxy-ethyl]-1-methyl-3,4-dihydro-1H-isoquinolin-2-yl]ethanone ClC1=NN(C2=NC=C(C(=C21)CC(=O)N2[C@H](C1=CC=CC(=C1CC2)C(CF)(O)CF)C)Cl)C